FC=1C(=CC(=C(C(=O)O)C1)O[C@@H](C)CCC)N1N=C2N(CCCC2)C1=O 5-fluoro-4-(3-oxo-5,6,7,8-tetrahydro[1,2,4]triazolo[4,3-a]pyridin-2(3H)-yl)-2-[(2S)-pentan-2-yloxy]benzoic acid